6-O-(4-tert-Butoxycarbonylaminobutyryl)-2-N-butyryl-D-glucosamine C(C)(C)(C)OC(=O)NCCCC(=O)OC[C@@H]1[C@H]([C@@H]([C@H](C(O)O1)NC(CCC)=O)O)O